methylene-6-((5-isopropyl-1-benzylimidazol-4-yl)methylene)piperazine-2,5-dione C=C1C(NC(C(N1)=O)=CC=1N=CN(C1C(C)C)CC1=CC=CC=C1)=O